Isoleucylprolylproline N[C@@H]([C@@H](C)CC)C(=O)N1[C@@H](CCC1)C(=O)N1[C@@H](CCC1)C(=O)O